tert-butyl (((6,7-difluoro-4-hydroxy-3-methylchroman-4-yl)methyl)sulfonyl)carbamate FC=1C=C2C(C(COC2=CC1F)C)(O)CS(=O)(=O)NC(OC(C)(C)C)=O